NC1=CC(=NC=C1C)O 4-amino-5-methylpyridine-2-ol